The molecule is the simplest member of the class of cinnamamides that consists of acrylamide bearing a phenyl substituent at the 3-position. C1=CC=C(C=C1)/C=C/C(=O)N